tert-Butyl 7-methoxy-3,4-dihydroquinoline-1(2H)-carboxylate COC1=CC=C2CCCN(C2=C1)C(=O)OC(C)(C)C